C1(CCCCC1)NC(=O)C1=CC2=C(N=C(S2)N2C[C@@H]3CN(C[C@@H]3C2)C)C=C1 N-cyclohexyl-2-((3aR,6aS)-5-methyl-hexahydropyrrolo-[3,4-c]pyrrol-2(1H)-yl)benzo[d]thiazole-6-carboxamide